hydroxyphenoxypropyleneglycol OC(C(C)O)(OC1=CC=CC=C1)O